5-Bromo-N-[3-chloro-4-[4-[2-(dimethylamino)ethyl]piperazine-1-carbonyl]phenyl]-1-methyl-imidazole-2-carboxamide BrC1=CN=C(N1C)C(=O)NC1=CC(=C(C=C1)C(=O)N1CCN(CC1)CCN(C)C)Cl